(trifluoromethyl)[1,2,4]triazolo[1,5-c]quinazolin FC(F)(F)C1=NN2C=NC=3C=CC=CC3C2=N1